OC1=C(C=C(CNC(=S)NCCCC2=CC=C(C=C2)C(F)(F)F)C=C1)OC 1-(4-hydroxy-3-methoxybenzyl)-3-(4-(trifluoromethyl)phenylpropyl)thiourea